4-cyclododecylidenebutyl (2-(trimethylammonio)ethyl) phosphate P(=O)(OCCCC=C1CCCCCCCCCCC1)(OCC[N+](C)(C)C)[O-]